5-bromo-3H-pyrazolo[3,4-b]pyridin-3-one BrC=1C=C2C(=NC1)N=NC2=O